CN1N=C(N=C1)N1C(C(=CC=C1)NC1=C(N=NC=C1)C(=O)N)=C=O 4-((1-(1-methyl-1H-1,2,4-triazol-3-yl)-2-carbonyl-1,2-dihydropyridin-3-yl)amino)pyridazine-3-carboxamide